N-(4-methylphenyl)-1-(4-(trifluoromethyl)phenyl)toluidine [[2-methyl-5-(trifluoromethyl)pyrazole-3-carbonyl]amino]propanoate CN1N=C(C=C1C(=O)NC(C(=O)O)C)C(F)(F)F.CC1=CC=C(C=C1)NC1(C(C=CC=C1)C)C1=CC=C(C=C1)C(F)(F)F